C(C)C(=O)C1C(C=CC=C1)(OCC)OCC 2,2-diethoxyphenyl ethyl ketone